CN(C(=O)OCC)[C@@H]1C(=NN(C1)C(=O)N[C@H](C)C=1C=NC(=NC1)C(F)(F)F)C1=CC=C(C=C1)C (S)-4-(N-methyl-N-ethoxycarbonylamino)-3-(4-methylphenyl)-N-((R)-1-(2-(trifluoromethyl)pyrimidin-5-yl)ethyl)-4,5-dihydro-1H-pyrazol-1-carboxamide